2,2-dimethoxyethan-1-ol COC(CO)OC